O=C1N(CC2=C3C(=CC=C12)C1(CCNCC1)CO3)C3CNCCC3 3-(6-Oxo-6,8-dihydro-2H,7H-spiro[furo[2,3-e]isoindole-3,4'-piperidin]-7-yl)piperidine